ClC=1C=C2C(N(C(=NC2=C(C1)[C@@H](C)NC1=C(C(=O)O)C=CC=C1)C1CCOCC1)C1CC1)=O (R)-2-((1-(6-Chloro-3-cyclopropyl-4-oxo-2-(tetrahydro-2H-pyran-4-yl)-3,4-dihydroquinazolin-8-yl)ethyl)amino)benzoic acid